1-[3-(dimethylsulfamoyl)-2-pyridyl]-3-(5-isopropoxypyridine-2-carboximidoyl)thiourea CN(S(=O)(=O)C=1C(=NC=CC1)NC(=S)NC(=N)C1=NC=C(C=C1)OC(C)C)C